FC1=C(OC2=CC=NC3=CC(=C(C=C23)OCC)OCC(=O)[O-])C=CC(=C1)NC(=O)C1(CC1)C(NC1=CC=C(C=C1)F)=O.[Ca+2].FC1=C(OC2=CC=NC3=CC(=C(C=C23)OCC)OCC(=O)[O-])C=CC(=C1)NC(=O)C1(CC1)C(NC1=CC=C(C=C1)F)=O calcium 2-[[4-[2-fluoro-4-[[1-[(4-fluorophenyl)carbamoyl]cyclopropanecarbonyl]amino]phenoxy]-6-ethoxy-7-quinolyl] oxy]acetate